ClC=1C=C(C(=O)NS(=O)(=O)C2=CC=C(C=C2)Cl)C=CC1 3-chloro-N-(4-chlorophenyl)sulfonylbenzamide